4-(3-Methoxyphenyl)-N-(3-(2-morpholinopropyl)-1,2,4-thiadiazol-5-yl)furan-2-carboxamide COC=1C=C(C=CC1)C=1C=C(OC1)C(=O)NC1=NC(=NS1)CC(C)N1CCOCC1